ClC1=C(C(=CC=C1Cl)F)C1(CN(CC1)C(=O)OC(C)(C)C)NC1=CC=C2C3(C(N(C2=C1)C)=O)CC3 tert-butyl 3-(2,3-dichloro-6-fluorophenyl)-3-{1'-methyl-2'-oxospiro[cyclopropane-1,3'-indol]-6'-ylamino}pyrrolidine-1-carboxylate